ClC=1C=C(C=CC1OCC1=NC(=CC=C1)C#N)NC1=NC=C(C(=N1)C=1C=C(C2=C(N(C(=N2)C)C(C)C)C1)F)C N-(3-chloro-4-((6-cyanopyridin-2-yl)methoxy)phenyl)-4-(4-fluoro-1-isopropyl-2-methyl-1H-benzimidazol-6-yl)-5-methylpyrimidin-2-amine